4-(4,4,5,5-tetramethyl-1,3,2-dioxaborolan-2-yl)cyclohex-3-en-1-amine hydrochloride Cl.CC1(OB(OC1(C)C)C1=CCC(CC1)N)C